COC(=O)C1=NC(=C(C(=C1Cl)N)F)C1=CC=C2C=CN(C2=C1F)C(COC)=O methyl-4-amino-3-chloro-5-fluoro-6-[7-fluoro-1-(methoxyacetyl)-1H-indol-6-yl]pyridine-2-carboxylic acid